N-(5-Fluoropyrimidin-2-yl)-1-methyl-2-oxo-quinoline-3-carboxamide FC=1C=NC(=NC1)NC(=O)C=1C(N(C2=CC=CC=C2C1)C)=O